1-isopropyl-4-(p-methoxyphenyl)piperazine C(C)(C)N1CCN(CC1)C1=CC=C(C=C1)OC